(-)-N-(2-cyclopropyl-2-(6-(4-fluorophenyl)-4-(2-hydroxypropan-2-yl)pyridin-2-yl)-2-hydroxyethaneYl)-8-methoxy-3-methylcinnoline-6-carboxamide C1(CC1)C(CNC(=O)C=1C=C2C=C(N=NC2=C(C1)OC)C)(O)C1=NC(=CC(=C1)C(C)(C)O)C1=CC=C(C=C1)F